(M)-silicate [Si]([O-])([O-])([O-])[O-]